[N+](=O)([O-])C1=CC=C2C(NC(=NC2=C1)CSC1CCOCC1)=O 7-nitro-2-(((tetrahydro-2H-pyran-4-yl)thio)methyl)quinazolin-4(3H)-one